C(C)(C)(C)NC1=NC=2N(C=C1)N=C(C2C2=CC(=NC(=C2)C)Cl)C=2C=C(C#N)C=CC2 3-[5-(tert-Butylamino)-3-(2-chloro-6-methyl-4-pyridyl)pyrazolo[1,5-a]pyrimidin-2-yl]benzonitrile